C(=O)O.NC(CC(=O)O)CC1=NC(=C(C=C1)F)C1=CC=C(C=C1)OC1=NC=C(C=C1F)Cl 3-amino-4-(6-(4-((5-chloro-3-fluoropyridin-2-yl)oxy)phenyl)-5-fluoropyridin-2-yl)butanoic acid formate salt